ClC=1C(=NC(=NC1)NC1CCC(CC1)NCC(=O)NCCCCCNC(OC(C)(C)C)=O)C=1C=NN(C1CC1CC1)C tert-butyl (5-(2-(((1r,4r)-4-((5-chloro-4-(5-(cyclopropylmethyl)-1-methyl-1H-pyrazol-4-yl)pyrimidin-2-yl)amino)cyclohexyl)amino)acetamido)pentyl)carbamate